BrC=1C=C(C=CC1)C(C=1N(C(NN1)=S)C)C1CCC1 5-((3-Bromophenyl)(cyclobutyl)methyl)-4-methyl-2,4-dihydro-3H-1,2,4-triazole-3-thione